(2S,3R,4R)-1-acetyl-2-cyclopropyl-N-(1-hydroxypropan-2-yl)-3-methyl-4-(pyrimidin-2-ylamino)-1,2,3,4-tetrahydroquinoline-6-carboxamide C(C)(=O)N1[C@H]([C@@H]([C@H](C2=CC(=CC=C12)C(=O)NC(CO)C)NC1=NC=CC=N1)C)C1CC1